O=S1(N=CC2=C1C=CC(=C2)O)=O 1,1-dioxo-1,2-benzothiazol-5-ol